1-[[(2R,3S)-2-(2,4-difluorophenyl)-3-methyl-oxiranyl]methyl]-1H-1,2,4-triazole FC1=C(C=CC(=C1)F)[C@@]1(O[C@H]1C)CN1N=CN=C1